1-bromo-2-nitro-4-(trifluoromethoxy)benzene BrC1=C(C=C(C=C1)OC(F)(F)F)[N+](=O)[O-]